4-(tetrahydropyrrole-1-carbonyl)benzoic acid N1(CCCC1)C(=O)C1=CC=C(C(=O)O)C=C1